2-(methylthio)thiazolo[5,4-c]Pyridine-7-carboxylic acid methyl ester COC(=O)C=1C2=C(C=NC1)SC(=N2)SC